methylsulfamoyl-2,3-dihydro-indol CNS(=O)(=O)C1NC2=CC=CC=C2C1